6-Fluoro-1-methyl-4-carbonyl-1,4-dihydroquinoline-2-carboxylic acid FC=1C=C2C(C=C(N(C2=CC1)C)C(=O)O)=C=O